FC(C(=O)N([C@H]1[C@@H](C1)/C(=C/C1=CC=CC=C1)/CC)C1CC2(CN(C2)C(=O)OC(C)(C)C)C1)(F)F tert-butyl 6-(2,2,2-trifluoro-N-((1r,2s)-2-((E)-1-phenylbut-1-en-2-yl) cyclopropyl) acetamido)-2-azaspiro[3.3]heptane-2-carboxylate